(2S)-3-hydroxy-2-phenyl-1-(2-{[5-(trifluoromethyl)-1H-pyrrol-3-yl]sulfonyl}-2H,4H,5H,6H-pyrrolo[3,4-c]pyrazol-5-yl)propan-1-one OC[C@@H](C(=O)N1CC2=NN(C=C2C1)S(=O)(=O)C1=CNC(=C1)C(F)(F)F)C1=CC=CC=C1